ClC=1C(=CC=C2N=CC(=NC12)C=1C(=NN(C1)CC1CC(C1)(F)F)C)OC=1C=CC2=C(NC(=N2)C)C1 8-chloro-2-(1-((3,3-difluorocyclobutyl)methyl)-3-methyl-1H-pyrazol-4-yl)-7-((2-methyl-1H-benzo[d]imidazol-6-yl)oxy)quinoxaline